NC1=C2C(=NC=N1)N(N=C2C2=C(C=C(C=C2)OC2=CC=CC=C2)F)[C@H]2CN(C[C@@H](C2)O)C(=O)\C(\C#N)=C\C(C)(N2CCN(CC2)C2COC2)C (E)-2-((3r,5r)-3-(4-amino-3-(2-fluoro-4-phenoxyphenyl)-1H-pyrazolo[3,4-d]pyrimidin-1-yl)-5-hydroxypiperidine-1-carbonyl)-4-methyl-4-(4-(oxetan-3-yl)piperazin-1-yl)pent-2-enenitrile